O=C1CC(N(C2=C(N1)C1=CC=CC=C1C=C2)C2=CC=CC(=N2)/C(/N)=N/O)=O (Z)-6-(2,4-Dioxo-1,2,3,4-tetrahydro-5H-naphtho[1,2-b][1,4]diazepin-5-yl)-N'-hydroxypicolinimidamide